F[C@@H]1[C@](COC1)(C)N1CCN(CC1)C=1C=C2C=C(N=CC2=CC1C)NC(=O)[C@@H]1[C@@H]([C@H]1C=1C=NN(C1)C)C (1R,2R,3R)-N-[6-[4-((3R,4R)-4-fluoro-3-methyl-tetrahydrofuran-3-yl)piperazin-1-yl]-7-methyl-3-isoquinolyl]-2-methyl-3-(1-methylpyrazol-4-yl)cyclopropanecarboxamide